BrC1=C2C(=NC(=C1)C(F)F)N(N=C2)COCC[Si](C)(C)C 4-Bromo-6-(difluoromethyl)-1-((2-(trimethylsilyl)ethoxy)methyl)-1H-pyrazolo[3,4-b]pyridine